N-(3-bromo-5-fluoro-phenyl)-8-chloro-N-ethyl-tetrazolo[1,5-a]quinazolin-5-amine BrC=1C=C(C=C(C1)F)N(C1=NC=2N(C3=CC(=CC=C13)Cl)N=NN2)CC